F[C@@H]\1[C@@]2(CCC[C@H](C/C1=C\C=1N=CC(=NC1)C=1C=C3C=CN=CC3=CC1O)N2)C 6-(5-((E)-((1S,2S,5R)-2-fluoro-1-methyl-9-azabicyclo[3.3.1]non-3-ylidene)methyl)pyrazin-2-yl)isoquinolin-7-ol